tert-butyl (S)-4-formyl-2,2-dimethyl-3-oxazolidinecarboxylate C(=O)[C@H]1N(C(OC1)(C)C)C(=O)OC(C)(C)C